3,7-bis(ethylamino)-2,8-dimethylphenothiazin-5-ium chloride [Cl-].C(C)NC=1C(=CC2=NC3=CC(=C(C=C3[S+]=C2C1)NCC)C)C